2-((2S)-1-Acryloyl-4-(7-(3,4-dihydroquinolin-1(2H)-yl)-2-(((S)-1-ethylpyrrolidin-2-yl)methoxy)-5,6,7,8-tetrahydroquinazolin-4-yl)piperazin-2-yl)acetonitrile C(C=C)(=O)N1[C@H](CN(CC1)C1=NC(=NC=2CC(CCC12)N1CCCC2=CC=CC=C12)OC[C@H]1N(CCC1)CC)CC#N